S(=O)(=O)([O-])C1=CC=C(C)C=C1.C(C)N1C(=[N+](C=C1)C)C 1-ethyl-2,3-dimethyl-imidazolium tosylate